(S,6R)-N'-((1,2,3,5,6,7-hexahydro-s-indacen-4-yl)carbamoyl)-6-hydroxy-6,7-dihydro-5H-pyrazolo[5,1-b][1,3]oxazine-3-sulfonimidamide C1CCC2=C(C=3CCCC3C=C12)NC(=O)N=[S@@](=O)(N)C=1C=NN2C1OC[C@@H](C2)O